6-(3-amino-1H-indazol-4-yl)-5-fluoro-N-phenyl-2-naphthalenecarboxamide NC1=NNC2=CC=CC(=C12)C=1C(=C2C=CC(=CC2=CC1)C(=O)NC1=CC=CC=C1)F